OC(CC(=O)OCCCCCCN(CC(CCCCCCCC)O)CC(CCCCCCCC)O)(CC(=O)OCCCCCCN(CC(CCCCCCCC)O)CC(CCCCCCCC)O)C 1,5-bis({6-[bis(2-hydroxydecyl)amino]hexyl}) 3-hydroxy-3-methylpentanedioate